7-chloro-2-((4-methoxyphenyl)amino)-1-methyl-5-phenyl-1,5-dihydro-4H-imidazo[4,5-c]quinoline ClC=1C=CC=2C3=C(CN(C2C1)C1=CC=CC=C1)N=C(N3C)NC3=CC=C(C=C3)OC